C1(=CCCC=CCC1)OC(=O)Br.ClC=1C(=CC(=NC1)F)C1=NNC2=NC=C(C=C12)C=1C=C(C(=NC1)OC)C1=NC=CC=C1S(=O)(=O)N {5-[3-(5-chloro-2-fluoropyridin-4-yl)-1H-7-azaindazol-5-yl]-2-methoxypyridin-3-yl}pyridine-3-sulfonamide 1,5-cyclooctadienyl-bromoformate